NC=1C2=C(C(NN1)=O)N(N=C2C2=CC=C(CNC(C1=C(C=CC(=C1)F)OC)=O)C=C2)C(C(F)(F)F)CO N-(4-(4-amino-7-oxo-1-(1,1,1-trifluoro-3-hydroxypropan-2-yl)-6,7-dihydro-1H-pyrazolo[3,4-d]pyridazin-3-yl)benzyl)-5-fluoro-2-methoxybenzamide